C(C)(C)(C)OC(CN1C(C2=CC=3N=C4C(=NC3C=C2C1=O)CC/C=C/CC4)=O)=O.C(=O)(O)SOCC4=CC=CC=C4 carboxybenzyloxysulfur tert-Butyl-(E)-2-(1,3-dioxo-1,3,6,7,10,11-hexahydro-2H-cycloocta[b]pyrrolo[3,4-g]quinoxalin-2-yl)acetate